C(C1=CC=CC=C1)OC1=C(C=C(C(=N1)Br)NC(OC(C)(C)C)=O)C tert-Butyl (6-(benzyloxy)-2-bromo-5-methylpyridin-3-yl)carbamate